N,N-dimethyl-formamide sulphur [S].CN(C=O)C